COC(C1=CN=C(C=C1)CBr)=O methyl-6-(bromomethyl)nicotinate